5-(tert-butyl)-N-(4-(2-((1S,2S)-2-fluorocyclopropane-1-carboxamido)pyridin-4-yl)-2-methylbenzyl)-1,2,4-oxadiazole-3-carboxamide C(C)(C)(C)C1=NC(=NO1)C(=O)NCC1=C(C=C(C=C1)C1=CC(=NC=C1)NC(=O)[C@H]1[C@H](C1)F)C